FC1(OC2=C(O1)C=CC=C2COC2=NN=C(S2)NC(=O)C2=C(C=NC=C2)C2=C(C=CC=C2)OC)F N-(5-((2,2-difluorobenzo[d][1,3]dioxol-4-yl)methoxy)-1,3,4-thiadiazol-2-yl)-3-(2-methoxyphenyl)pyridine-4-carboxamide